FC(C(C(C(C([Si](OC)(OC)OC)(F)F)(F)F)(F)F)(F)F)(CCC(F)(F)F)F Tridecafluoro-n-octyltrimethoxysilan